(S)-4-(2-(1-Ethyl-3-(trifluoromethyl)-1H-pyrazol-4-yl)phenyl)-6-methacryloyl-4,5,6,7-tetrahydrothieno[2,3-c]pyridine-2-carbonitrile C(C)N1N=C(C(=C1)C1=C(C=CC=C1)[C@H]1C2=C(CN(C1)C(C(=C)C)=O)SC(=C2)C#N)C(F)(F)F